1,5-bis(4-hydroxyphenylthio)-2,3-dioxolane OC1=CC=C(C=C1)SC1OOCC1SC1=CC=C(C=C1)O